2-trifluoroethyl-2H-pyrazole-3-carboxylic acid FC(CN1N=CC=C1C(=O)O)(F)F